5,6-di-n-pentyl-1H-benzimidazole-1-carboxylic acid methyl ester COC(=O)N1C=NC2=C1C=C(C(=C2)CCCCC)CCCCC